FC1=C(C=CC(=C1)F)N1N=C2C(=C1C(=O)O)CC1CCC2O1 2-(2,4-difluorophenyl)-2,4,5,6,7,8-hexahydro-5,8-epoxycyclohepta[c]pyrazole-3-carboxylic acid